ClC=1C(=C(C(=CC1)C(F)F)C1=CN=CC(=N1)C(=O)NC=1C=NN(C1)[C@H](C)C=1C=NC(=NC1)N1C[C@H](CC1)O)F |&1:24| 6-(3-Chloro-6-(difluoromethyl)-2-fluorophenyl)-N-(1-((R and S)-1-(2-((S)-3-hydroxypyrrolidin-1-yl)pyrimidin-5-yl)ethyl)-1H-pyrazol-4-yl)pyrazine-2-carboxamide